CC1=NN(C(=C1)C)C=1C=CC(N(N1)CC1CN(C1)C1=NC2=CC=CC=C2N=C1C)=O 6-(3,5-dimethylpyrazol-1-yl)-2-[[1-(3-methylquinoxalin-2-yl)azetidin-3-yl]methyl]pyridazin-3-one